FC(S(=O)(=O)C(CCC1=C(C=C(C=C1C#C[Si](C(C)C)(C(C)C)C(C)C)Cl)Cl)N)(F)F trifluoromethanesulfonyl-(3-(2,4-dichloro-6-((triisopropylsilyl)ethynyl)phenyl))propanamine